FC1=C2C=C(NC2=CC=C1)C(=O)N[C@@H](CC1=CC=CC=C1)C(=O)NN(C(=O)OC(C)(C)C)C[C@@H]1C(NCC1)=O tert-butyl 2-((4-fluoro-1H-indole-2-carbonyl)-L-phenylalanyl)-1-(((R)-2-oxopyrrolidin-3-yl)methyl)hydrazine-1-Carboxylate